4-(3-amino-4-methyl-1H-indazol-5-yl)-3-chloro-N-(3,3-difluorocyclobutyl)benzenesulfonamide NC1=NNC2=CC=C(C(=C12)C)C1=C(C=C(C=C1)S(=O)(=O)NC1CC(C1)(F)F)Cl